C(C)(C)(C)OC(=O)NC12COC(CC1)(CC2)CN2CCN(CC2)CC(=O)O 2-[4-[[4-(tert-butoxycarbonylamino)-2-oxabicyclo[2.2.2]octan-1-yl]methyl]piperazin-1-yl]acetic acid